8-[1-(2-fluoroethyl)-4-piperidyl]oxy-2-methyl-2,3-dihydro-1,4-benzoxazepin-5-one FCCN1CCC(CC1)OC1=CC2=C(C(NCC(O2)C)=O)C=C1